N[C@@H](CC=1SC2=C(C1)C=CC=C2)C |r| racemic-(2-aminopropyl)benzothiophene